ClC1=CC=CC=N1 (RS)-6-Chloro-pyridin